6-[(2R)-2-[3-fluoro-5-(methylsulfanyl)phenyl]pyrrolidin-1-yl]imidazo[1,2-b]pyridazine-3-carboxylic acid FC=1C=C(C=C(C1)SC)[C@@H]1N(CCC1)C=1C=CC=2N(N1)C(=CN2)C(=O)O